propan-2-yl (2R)-2-{[(1,2,3,5,6,7-hexahydro-s-indacen-4-yl)carbamoyl]oxy}-3-(pyrimidin-2-yl)propanoate C1CCC2=C(C=3CCCC3C=C12)NC(=O)O[C@@H](C(=O)OC(C)C)CC1=NC=CC=N1